9-(3-Diethylamino-prop-1-ynyl)-2-(2,3-dihydro-[1,4]dioxino[2,3-b]pyridin-2-ylmethoxy)-6,7-dihydro-pyrimido[6,1-a]isoquinolin-4-one C(C)N(CC#CC=1C=C2CCN3C(C2=CC1)=CC(=NC3=O)OCC3OC=1C(=NC=CC1)OC3)CC